1-[4-(1-Methyl-1H-pyrazole-4-sulfonyl)-phenyl]-3-(1H-pyrazol-4-ylmethyl)-urea CN1N=CC(=C1)S(=O)(=O)C1=CC=C(C=C1)NC(=O)NCC=1C=NNC1